[2H]C1=C(C(=C(C(=C1C([2H])([2H])[2H])[2H])[2H])C([2H])([2H])[2H])[2H] p-xylene-D10